2-ethoxycarbonyl-2-(2-hydroxyethyl)-valeric acid C(C)OC(=O)C(C(=O)O)(CCC)CCO